NC1=CC=C(OCC2=CC=C(C=C2)C(C)(C)O)C=C1 2-(4-((4-aminophenoxy)methyl)phenyl)propan-2-ol